CCCCCCCCCCCCCCCCCCCCCCCCCC(=O)O[C@H]1[C@@H]([C@H](O[C@H]([C@@H]1O)O[C@H]2CC[C@@]3([C@H]4CC[C@]5([C@H]([C@@H]4CC=C3C2)CC[C@@H]5[C@H](C)CC[C@@H](CC)C(C)C)C)C)CO)O The molecule is a steroid saponin that is beta-sitosterol substituted by a 3-O-hexacosanoyl-beta-D-glucopyranosyl residue at position 3 via a glycosidic linkage. Isolated from Acer okamotoanum, it exhibits anti-complement activity. It has a role as a plant metabolite. It is a steroid saponin, a monosaccharide derivative and a beta-D-glucoside. It derives from a sitosterol and a hexacosanoic acid. It derives from a hydride of a stigmastane.